(4-benzyloxyphenyl)hydrazine C(C1=CC=CC=C1)OC1=CC=C(C=C1)NN